1-n-propyl-1-methylpyrrolidinium bis(trifluoromethanesulfonyl)imide [N-](S(=O)(=O)C(F)(F)F)S(=O)(=O)C(F)(F)F.C(CC)[N+]1(CCCC1)C